benzyl N-(11-bromoundecyl)carbamate BrCCCCCCCCCCCNC(OCC1=CC=CC=C1)=O